C(C(O)CO)OC=1C(=O)O[C@@H](C1O)[C@@H](O)C(O)C(C(CCCC)CC)=O 2-O-glyceryl-6-(2-ethylhexanoyl)ascorbic acid